FC1=C2C=CC=NC2=CC=C1NC1=NC=NC2=CC(=CC(=C12)O[C@H](C(=O)N(C)C)C)C=1C=NN(C1)C (S)-2-((4-((5-fluoroquinolin-6-yl)amino)-7-(1-methyl-1H-pyrazol-4-yl)quinazolin-5-yl)oxy)-N,N-dimethylpropanamide